OC(=O)O cis-hydroxy ketone